CC1=CC(=NC=2N=C(N=C(C21)NC)NC2N(CCC(C2)OC)C(=O)[O-])C [5,7-dimethyl-4-(methylamino)pyrido[2,3-d]pyrimidin-2-yl]amino-4-methoxypiperidine-1-carboxylate